2-[3-Ethyl-5-(trifluoromethyl)phenyl]-N-[(1-methyl-1H-pyrazol-4-yl)(1-methylpiperidin-3-yl)sulfamoyl]acetamide C(C)C=1C=C(C=C(C1)C(F)(F)F)CC(=O)NS(N(C1CN(CCC1)C)C=1C=NN(C1)C)(=O)=O